C(C)OS(=O)(=O)[O-].C(C=C)(=O)OCC[N+](CC)(C)C acryloyloxyethyl-dimethylethyl-ammonium ethyl-sulfate